C(C)N1N=CC=C1C(=O)N[C@H](C1CCC(CC1)C)N1C=NC2=C1C=CC(=C2F)C2N(CC=C2)C(=O)[O-] 2-{(S)-[(2-ethylpyrazole-3-carbonyl-amino)(4-methylcyclohexyl)methyl]-4-fluoro-1H-benzimidazol-5-yl}-2,5-dihydro-pyrrole-1-carboxylate